5-ethyl-N-(2-(2-fluoroethoxy)ethyl)-N,2-dimethylbenzo[d]thiazol-6-amine C(C)C=1C(=CC2=C(N=C(S2)C)C1)N(C)CCOCCF